CC=1N(C=CN1)C1=CC(=NC=N1)N1CCC2(C(N3[C@H](O2)CC[C@H]3C3=CC=CC=C3)=O)CC1 (5'S,7a'R)-1-[6-(2-methyl-1H-imidazol-1-yl)pyrimidin-4-yl]-5'-phenyltetrahydro-3'H-spiro[piperidine-4,2'-pyrrolo[2,1-b][1,3]oxazol]-3'-one